tert-butyl 5-((1-(tert-butoxycarbonyl) piperidin-3-yl) methoxy)-3-isopropyl-1H-indole-1-carboxylate C(C)(C)(C)OC(=O)N1CC(CCC1)COC=1C=C2C(=CN(C2=CC1)C(=O)OC(C)(C)C)C(C)C